Br.[N+](=O)([O-])C1=CC=C(CN)C=C1 4-nitrobenzyl-amine hydrobromide